2,2'-((2-bromophenyl)methylene)bis(3-hydroxy-5,5-dimethylcyclohex-2-en-1-one) BrC1=C(C=CC=C1)C(C=1C(CC(CC1O)(C)C)=O)C=1C(CC(CC1O)(C)C)=O